CN[C@H](C(=O)NC1CCCCC2N(C1=O)C(CC2)C(=O)NCC2=CC(=CC=C2)CNC(=O)[C@H]2OC(CC2)=O)C 6-((S)-2-(methylamino)propanamido)-5-oxo-N-(3-(((S)-5-oxotetrahydrofuran-2-carboxamido)methyl)benzyl)decahydropyrrolo[1,2-a]azocine-3-carboxamide